2-((tert-butyldimethylsilyl)oxy)-1-(4-(methylsulfonyl)phenyl)ethanol [Si](C)(C)(C(C)(C)C)OCC(O)C1=CC=C(C=C1)S(=O)(=O)C